3-((3-Exo)-3-((7-((5-(1-hydroxycyclopropyl)thiazol-2-yl)amino)-1,6-naphthyridin-5-yl)amino)-8-azabicyclo[3.2.1]oct-8-yl)propionitrile OC1(CC1)C1=CN=C(S1)NC1=NC(=C2C=CC=NC2=C1)NC1CC2CCC(C1)N2CCC#N